2-(4-chloro-2-fluoro-5-nitrophenyl)-4-(difluoromethyl)-5-[(2H3)methyl]-2,4-dihydro-1,2,4-triazol-3-one ClC1=CC(=C(C=C1[N+](=O)[O-])N1N=C(N(C1=O)C(F)F)C([2H])([2H])[2H])F